N1N=CC2=CC(=CC=C12)N=CC1=C(C(=CC=C1)[N+](=O)[O-])[O-].FC=1C=CC(=NC1)NC(C)=O N-(5-fluoropyridin-2-yl)acetamide 2-(1H-indazol-5-yliminomethyl)-6-nitrophenolate